C(CCCCC)C(COC1=C(SC(=C1)[Sn](C)(C)C)C=1SC=2N=C(SC2N1)C=1SC(=CC1OCC(CCCCCCCC)CCCCCC)[Sn](C)(C)C)CCCCCCCC 2,5-bis(3-((2-hexyldecyl)oxy)-5-(trimethylstannyl)thiophen-2-yl)thiazolo[5,4-d]thiazole